NC1=C(C=C(C=N1)NC(C(N1[C@H](CC[C@@H](C1)C)C1=CC(=CC=C1)OC=1C=NC=CC1)=O)=O)CC N-(6-amino-5-ethyl-3-pyridyl)-2-oxo-2-[(2R,5S)-5-methyl-2-[3-(3-pyridyloxy)phenyl]-1-piperidyl]acetamide